tert-butyl (S)-3-(dibenzylamino)-2-((pentafluorophenyl)sulfonamido)propanoate C(C1=CC=CC=C1)N(C[C@@H](C(=O)OC(C)(C)C)NS(=O)(=O)C1=C(C(=C(C(=C1F)F)F)F)F)CC1=CC=CC=C1